P(=O)(O)(O)OC[C@@H]1[C@H]([C@H](C(O1)NC=1C(C(=O)[O-])=CC=CC1)O)O N-(5'-phosphoribosyl)-anthranilate